(Sa)-2-(6-(5-Chloro-1-((2-fluoro-[1,1'-biphenyl]-4-yl)methyl)-1H-indazole-7-carboxamido)spiro[3.3]heptan-2-yl)acetic acid ClC=1C=C2C=NN(C2=C(C1)C(=O)NC1CC2(CC(C2)CC(=O)O)C1)CC1=CC(=C(C=C1)C1=CC=CC=C1)F